C(=O)O.CN1N=NC2=C1C=CC(=C2C)C(CC(=O)O)C2=CC(=C(C=C2)C)CN2C[C@@H](OC1=C(C2)C=CC=C1)C 3-(1,4-Dimethyl-1H-benzo[d][1,2,3]triazol-5-yl)-3-(4-methyl-3-(((S)-2-methyl-2,3-dihydrobenzo[f][1,4]oxazepin-4(5H)-yl)methyl)phenyl)propanoic acid, formic acid salt